COCCS(=O)(=O)C1=CC=C(COC2=C(C=C(CN3CC4=CC=CC=C4C3)C=C2)COC)C=C1 2-(4-((4-((2-Methoxyethyl)sulfonyl)benzyl)oxy)-3-(methoxymethyl)benzyl)-isoindoline